ClC1=C(C(=O)N2COC3=C(C2)C=CC=C3C3=CC(=C(C(=O)O)C=C3F)N3C2COCC3CC2)C(=CC(=C1)N1CC2(C1)C[C@H]([C@H]2C)OC)Cl |r| 4-[3-[2,6-dichloro-4-[rac-(6R,7S)-6-methoxy-7-methyl-2-azaspiro[3.3]heptan-2-yl]benzoyl]-2,4-dihydro-1,3-benzoxazin-8-yl]-5-fluoro-2-(3-oxa-8-azabicyclo[3.2.1]octan-8-yl)benzoic acid